6-(6-Chloroimidazo[1,2-b]pyridazin-3-yl)benzofuran-2-carboxylic acid methyl ester COC(=O)C=1OC2=C(C1)C=CC(=C2)C2=CN=C1N2N=C(C=C1)Cl